N-(6-Morpholinopyridazin-3-yl)-2-((tetrahydro-2H-pyran-4-yl)methyl)octahydrocyclopenta[c]pyrrol-5-amine O1CCN(CC1)C1=CC=C(N=N1)NC1CC2C(CN(C2)CC2CCOCC2)C1